3-(indolin-1-ylsulfonyl)-N-(2-methylbenzo[d]oxazol-5-yl)benzamide N1(CCC2=CC=CC=C12)S(=O)(=O)C=1C=C(C(=O)NC=2C=CC3=C(N=C(O3)C)C2)C=CC1